citric acid monosodium salt [Na+].C(CC(O)(C(=O)O)CC(=O)O)(=O)[O-]